2-hydroxy-4-(2-methylheptadecyl)benzoic acid OC1=C(C(=O)O)C=CC(=C1)CC(CCCCCCCCCCCCCCC)C